N1(CCC1)C1CCN(CC1)C1=C(C(=O)OC)C=C(C=C1)NC=1N=C(C2=C(N1)SC=C2C)NC2=NC(=CC=C2)C(C)(C)O Methyl 2-(4-(azetidin-1-yl)piperidin-1-yl)-5-((4-((6-(2-hydroxypropan-2-yl)pyridin-2-yl)amino)-5-methylthieno[2,3-d]pyrimidin-2-yl)amino)benzoate